2-(9-(2-(2,6-dioxopiperidin-3-yl)-1-oxoisoindolin-5-yl)-3,9-diazaspiro[5.5]undecan-3-yl)acetic acid O=C1NC(CCC1N1C(C2=CC=C(C=C2C1)N1CCC2(CCN(CC2)CC(=O)O)CC1)=O)=O